FC1=CC=C(C=C1)C(=O)C=1C(OC2=C(C(=CC=C2C1)O)O)=O 3-[(4-Fluorophenyl)carbonyl]-7,8-dihydroxy-2H-chromen-2-one